2-thienyl-benzaldehyde S1C(=CC=C1)C1=C(C=O)C=CC=C1